5,5-difluoro-2-azaspiro[5.5]undecane FC1(CCNCC12CCCCC2)F